1H-5H-pyrazolo[1,2-a]pyrazol-1-one C1(C=CN2N1C=CC2)=O